N1(C=C(C2=CC=CC=C12)C(=O)O)C(=O)O 1H-indole-1,3-dicarboxylic acid